allyl(2-((2R,3S,4S,5S)-3,4,5-trihydroxy-6-(4-methoxyphenoxy)tetrahydro-2H-pyran-2-yl)ethyl)phosphinic acid C(C=C)P(O)(=O)CC[C@H]1OC([C@H]([C@H]([C@@H]1O)O)O)OC1=CC=C(C=C1)OC